Cl.C(C1=CC=CC=C1)N1[C@H](CCC1)C(=O)O benzyl-D-proline hydrochloride